ClC=1C=C2C(=C(C=NC2=C(N1)C#N)C#N)NCC(C)(C)C 6-Chloro-4-(neopentylamino)-1,7-naphthyridine-3,8-dicarbonitrile